C(CCCCCCCCCCCCCCC)NN1C(CCC1=O)=O hexadecylamino-2,5-dioxopyrrolidine